C(C)(C)(C)OC(N(CCC1=CC=CC=C1)CC1CNC1)=O.FC1CC(N(C1)C(C1=CC(=CC=C1)N1N=CN=C1)=O)C(=O)NC(C1=CC=C(C=C1)C(C)C)C1=CC=CC=C1 4-fluoro-N-{phenyl-[4-(prop-2-yl)phenyl]methyl}-1-[3-(1H-1,2,4-triazol-1-yl)benzoyl]pyrrolidine-2-carboxamide tert-Butyl(azetidin-3-ylmethyl)(phenethyl)carbamate